(1r,2r)-N-(4-(6-butyryl-4-methylpyridin-3-yl)imidazo[1,2-a][1,6]naphthyridin-8-yl)-2-fluorocyclopropane-1-carboxamide C(CCC)(=O)C1=CC(=C(C=N1)C=1C=2N(C3=CC(=NC=C3C1)NC(=O)[C@@H]1[C@@H](C1)F)C=CN2)C